1-[(3R)-3-[4-Amino-3-(4-phenoxyphenyl)-1H-pyrazolo[3,4-d]pyrimidin-1-yl]-1-piperidinyl]-2-propen NC1=C2C(=NC=N1)N(N=C2C2=CC=C(C=C2)OC2=CC=CC=C2)[C@H]2CN(CCC2)CC=C